[Br-].[Eu+2].[Br-] Europium(II) bromide